(R)-N-(2-fluoro-3-hydroxy-3-methylbutyl)-2-(3-fluorophenyl)-7-(isopropylamino)pyrazolo[1,5-a]pyrimidine-6-carboxamide F[C@H](CNC(=O)C=1C=NC=2N(C1NC(C)C)N=C(C2)C2=CC(=CC=C2)F)C(C)(C)O